cyanogen platinum [Pt].N#CC#N